racemic-(Z)-3-((3-butyl-7-chloro-3-ethyl-1,1-dioxido-5-phenyl-2,3,4,5-tetrahydro-1,5-benzothiazepin-8-yl)oxy)-2-fluoroacrylic acid C(CCC)C1(CS(C2=C(N(C1)C1=CC=CC=C1)C=C(C(=C2)O\C=C(\C(=O)O)/F)Cl)(=O)=O)CC